FC=1C(=NC=C(C1)F)CC1CCC2(CNC2)CC1 7-[(3,5-difluoro-2-pyridyl)methyl]-2-azaspiro[3.5]nonane